O=C([C@H](O)[C@@H](O)[C@H](O)[C@H](O)CO)OC[C@@H]1[C@H]([C@H]([C@@H](O1)N1C=NC=2C(=O)NC(N)=NC12)O)O guanosine-gluconate